e-sulfate S(=O)(=O)([O-])[O-]